CN(C(=O)C1=C(C(=CC=C1)[N+](=O)[O-])NC(CCCCNC(OC(C)(C)C)=O)CC)C tert-butyl (5-((2-(dimethylcarbamoyl)-6-nitrophenyl)amino)heptyl)carbamate